C(C1=CC=CC=C1)C1N(CCC(C1)(CN[C@H]1[C@@H](C1)C1=CC=CC=C1)F)C(=O)N benzyl-4-fluoro-4-(((trans-2-phenylcyclopropyl)amino)methyl)piperidine-1-carboxamide